Racemic-11-(benzyloxy)-1,10-dioxo-N-(2,4,6-trifluorobenzyl)-1,3,4,5,6,7,8,10-octahydro-2,6a-methano[1,4]diazonino[9,1,2-cd]indolizine-9-carboxamide C(C1=CC=CC=C1)OC1=C2N3[C@@]4(CCC3=C(C1=O)C(=O)NCC1=C(C=C(C=C1F)F)F)CCCCN(C2=O)C4 |r|